methyltris-(isopropenoxy)silane C[Si](OC(=C)C)(OC(=C)C)OC(=C)C